N-(2-(2-(methylsulfonyl)ethyl)-6-morpholino-2H-indazol-5-yl)-3-sulfamoylbenzamide CS(=O)(=O)CCN1N=C2C=C(C(=CC2=C1)NC(C1=CC(=CC=C1)S(N)(=O)=O)=O)N1CCOCC1